C(C)(C)OC(C1=C(N=C(C(=C1)F)N1N=C(N(C1=O)CC)COCC1=CC=CC=C1)Cl)=O (3-((benzyloxy)methyl)-4-ethyl-5-oxo-4,5-dihydro-1H-1,2,4-triazol-1-yl)-2-chloro-5-fluoronicotinic acid isopropyl ester